ClC=1C=C(C=C(C1)Cl)C1=C(NC=2CC3C(C(C12)C3)(C)C)C(=O)O 3-(3,5-Dichlorophenyl)-5,5-dimethyl-4,5,6,7-tetrahydro-1H-4,6-methanoindole-2-carboxylic acid